C(CC)(=O)OC(C(C(C1=CC=CC=C1)OC(CC)=O)C)C1=CC=CC=C1 1,3-diphenyl-2-methyl-1,3-propylene glycol dipropionate